2-[6-bromo-4-(difluoromethyl)-1-sulfinylphthalazin-2-yl]-N-(5-fluoropyrimidin-2-yl)acetamide BrC=1C=C2C(=NN(C(C2=CC1)=S=O)CC(=O)NC1=NC=C(C=N1)F)C(F)F